C(C1=CC=CC=C1)(=O)NC=1C=2C=CN([C@H]3[C@@H]([C@H](O)[C@@H](CO)O3)F)C2N=CN1 N6-benzoyl-7-deaza-2'-deoxy-2'-fluoroadenosine